CN1[C@H](CCC1)CC1CNC2=CC=CC=C12 3-(((R)-1-methylpyrrolidin-2-yl)methyl)indoline